N[C@@H]1C2=CC=CC=C2CC12CCN(CC2)C=2NC(C1=C(N2)NN=C1C(=C)C=1C(=NC=C(C1)Cl)Cl)=O (S)-6-(1-amino-1,3-dihydro-spiro[inden-2,4'-piperidin]-1'-yl)-3-(1-(2,5-dichloropyridin-3-yl)vinyl)-1H-pyrazolo[3,4-d]pyrimidin-4(5H)-one